(R)-(5-methyl-6-(4-(trifluoromethyl)phenyl)pyridazin-3-yl)((R)-1-methylpiperidin-3-yl)methanol CC=1C=C(N=NC1C1=CC=C(C=C1)C(F)(F)F)[C@H](O)[C@H]1CN(CCC1)C